CO[Si](CCC1CC2C(CC1)O2)(OC)OC 1-[2-(trimethoxysilyl)ethyl]-3,4-epoxycyclohexane